diethyl 3-methylbenzylphosphonate CC=1C=C(CP(OCC)(OCC)=O)C=CC1